4-Chloro-7-(1,4-dioxa-8-azaspiro[4.5]decan-8-yl)-1H-indole-3-carbonitrile ClC1=C2C(=CNC2=C(C=C1)N1CCC2(OCCO2)CC1)C#N